(S)- and (R)-2-((4-cyano-2-methyl-phenethyl)amino)-N-(5-(1-methyl-1H-pyrazol-4-yl)pyridin-2-yl)-2-phenylacetamide C(#N)C1=CC(=C(CCN[C@H](C(=O)NC2=NC=C(C=C2)C=2C=NN(C2)C)C2=CC=CC=C2)C=C1)C |r|